4-(4-aminophenyl)cyclohexanone methyl-2-{[(1R)-1-phenylethyl]imino}acetate COC(C=N[C@H](C)C1=CC=CC=C1)=O.NC1=CC=C(C=C1)C1CCC(CC1)=O